3-(3-methyl-2-oxo-4-(3-((1-(2,2,2-trifluoroacetyl)piperidin-4-yl)oxy)prop-1-yn-1-yl)-2,3-dihydro-1H-benzo[d]imidazol-1-yl)piperidine-2,6-dione CN1C(N(C2=C1C(=CC=C2)C#CCOC2CCN(CC2)C(C(F)(F)F)=O)C2C(NC(CC2)=O)=O)=O